[SiH3]N Silane-amine